3-(4-amino-furoxan-3-yl)-1,2,4-oxadiazole NC=1C(=[N+](ON1)[O-])C1=NOC=N1